[(4-methoxyphenyl)methyl]-N-(2,2,2-trifluoroethyl)carbamoyl chloride COC1=CC=C(C=C1)CN(C(=O)Cl)CC(F)(F)F